6-(4-Fluoropiperidin-1-yl)quinoline-4-carboxylic acid tert-Butyl-6-(4-fluoropiperidin-1-yl)quinoline-4-carboxylate C(C)(C)(C)OC(=O)C1=CC=NC2=CC=C(C=C12)N1CCC(CC1)F.FC1CCN(CC1)C=1C=C2C(=CC=NC2=CC1)C(=O)O